N1=CN=C2NC=NC2=C1C=1C(=NC=CC1)NC=1C=C(C=CC1C)NC(C1=CC(=C(C=C1)Cl)N(C)C)=O N-(3-((3-(9H-purin-6-yl)pyridin-2-yl)amino)-4-methylphenyl)-4-chloro-3-(dimethylamino)benzamide